[H-].[H-].[Na+].C(C)[Al+]CC diethyl-aluminum sodium dihydride